FC=1C=C(C=CC1OC)C=1N=C2N(CC1)C=C(C=C2)N2CCN(CCC2)C 2-(3-fluoro-4-methoxyphenyl)-7-(4-methyl-1,4-diazepan-1-yl)-4H-pyrido[1,2-a]pyrimidin